CC(C(C(=O)[O-])(CC)CC)O methyl-3-hydroxy-ethyl-2-ethyl-propionate